FC(S(=O)(=O)O)(F)F perfluoromethyl-sulfonic acid